4-(difluoromethyl)-5-[4-(3,7-dioxa-9-azabicyclo[3.3.1]non-9-yl)-6-morpholino-1,3,5-triazin-2-yl]pyridin-2-amine FC(C1=CC(=NC=C1C1=NC(=NC(=N1)N1C2COCC1COC2)N2CCOCC2)N)F